C(C)(C)OC1=CC=2N(C=C1C(NC1=CC=CC=C1)=O)C=C(N2)C2CCN(CC2)CC(=O)O 2-[4-[7-isopropoxy-6-(phenylcarbamoyl)imidazo[1,2-a]pyridin-2-yl]-1-piperidyl]acetic acid